C(C=C)(=O)NC1=CC=CC(=N1)C(=O)O 6-acrylamidopyridinecarboxylic acid